[N+](#[C-])CCCCCCCCCCCCCCCC 1-isocyanohexadecane